7-bromo-3,4-dihydro-2H-naphthalen-1-one BrC1=CC=C2CCCC(C2=C1)=O